C(C1=CC=CC=C1)OC1=C(C(=O)O)C=CC(=C1)N(C(=O)[C@@H]1NCCC1)CC1=CC=C(C=C1)C1CCCCC1 (R)-2-(benzyloxy)-4-(N-(4-cyclohexylbenzyl)pyrrolidine-2-carboxamido)benzoic acid